BrC1=CC=C(C=C1)C1=CC(=CC=C1)C(=O)O 4'-bromo-3-biphenyl-carboxylic acid